C(C=C)N(CCC1=CNC2=C(C=C(C=C12)O)F)C 3-(2-(allyl(methyl)amino)ethyl)-7-fluoro-1H-indol-5-ol